FC1=CC=C(C=C1)C=1N=C(SC1C)NC(CC1=CC=C(OC2=NC=CC=C2C(=O)N)C=C1)=O 2-(4-(2-((4-(4-fluorophenyl)-5-methylthiazol-2-yl)amino)-2-oxoethyl)phenoxy)pyridine-3-carboxamide